((trans-4-(4-methoxy-3-methylphenyl)cyclohexyl)methyl)aniline COC1=C(C=C(C=C1)[C@@H]1CC[C@H](CC1)CNC1=CC=CC=C1)C